dimethylaminoethyl acrylate benzyl chloride salt C(C1=CC=CC=C1)Cl.C(C=C)(=O)OCCN(C)C